FC1([C@H](C[C@H](CC1)[C@H](C(=O)NC1=NC=C(C=C1)OC1=NC=C(C=C1F)F)C)C1=CNC(C=C1)=O)F (R)-2-((1s,3R)-4,4-difluoro-3-(6-oxo-1,6-dihydropyridin-3-yl)cyclohexyl)-N-(5-((3,5-difluoropyridin-2-yl)oxy)pyridin-2-yl)propanamide